N-phenylethyl-6-chloro-3-nitropyridin-2-amine C1(=CC=CC=C1)CCNC1=NC(=CC=C1[N+](=O)[O-])Cl